bis(hydroxyethyl) benzenedicarboxylate C=1(C(=CC=CC1)C(=O)OCCO)C(=O)OCCO